tert-butyl (3R)-3-(3-acrylamido-N-(8-methylisoquinolin-1-yl)piperidine-1-carboxamido)piperidine-1-carboxylate C(C=C)(=O)NC1CN(CCC1)C(=O)N(C1=NC=CC2=CC=CC(=C12)C)[C@H]1CN(CCC1)C(=O)OC(C)(C)C